N(=[N+]=[N-])CC1=C2C=CN(C2=CC(=C1OC1=CC(=C(C=C1)F)C1=NC(=NN1C)C(C)(CCSCC#CC)C1=CC(=CC=C1)Br)F)S(=O)(=O)C1=CC=CC=C1 4-(Azidomethyl)-5-(3-(3-(2-(3-bromophenyl)-4-(but-2-yn-1-ylthio)butan-2-yl)-1-methyl-1H-1,2,4-triazol-5-yl)-4-fluorophenoxy)-6-fluoro-1-(phenylsulfonyl)-1H-indole